(3-(5-(3-(trifluoromethoxy) cyclobutyl)-1,3,4-oxadiazol-2-yl) bicyclo[1.1.1]pent-1-yl) carbamate C(N)(OC12CC(C1)(C2)C=2OC(=NN2)C2CC(C2)OC(F)(F)F)=O